C(C)(C)(C)OC(=O)NCCOCCC(=O)N(CC(N(CCOCCOCCOCCC(=O)ON1C(CCC1=O)=O)C)=O)CC(N(CCOCCOCCOCCC(=O)ON1C(CCC1=O)=O)C)=O bis(2,5-dioxopyrrolidin-1-yl) 16-(3-(2-((tert-butoxycarbonyl)amino)ethoxy)propanoyl)-13,19-dimethyl-14,18-dioxo-4,7,10,22,25,28-hexaoxa-13,16,19-triazahentriacontanedioate